F[C@H]1CN(CC1)CCI (3R)-3-fluoro-1-(2-iodoethyl)pyrrolidine